C(C)(C)(C)OC(=O)N1CCN(CC1)C1=CC=C(C=C1)B1OC(C(O1)(C)C)(C)C.CC=1C=C(N)C=C(C1C)C 3,4,5-trimethyl-aniline tert-butyl-4-[4-(4,4,5,5-tetramethyl-1,3,2-dioxaborolan-2-yl)phenyl]tetrahydro-1(2H)-pyrazinecarboxylate